C(#C)C1=CC(=CC(=C1)OC)OC 1-ethynyl-3,5-dimethoxy-benzene